O=[14CH][C@H](O)[C@@H](O)[C@H](O)[C@H](O)CO [14C]D-glucose